4-FORMYL-2-METHOXYPHENYL METHYLCARBAMATE CNC(OC1=C(C=C(C=C1)C=O)OC)=O